C(C)(C)(C)OC(=O)N1C(C2=CN=CC=C2CC1)O hydroxy-3,4-dihydro-2,7-naphthyridine-2(1H)-carboxylic acid tert-butyl ester